N(=[N+]=[N-])CCCCCC(=O)O 6-azido-hexanoic acid